ClC=1C=CC2=C(N(C3=C(CC2)C=CC=C3)CCCN(C(OC(C)(C)C)=O)C)C1 tert-Butyl 3-(3-chloro-10,11-dihydro-5H-dibenzo[b,f]azepin-5-yl)-propyl-(methyl)-carbamate